FC1=C(OCC([C@H](CC(=O)OC)NC([C@H](C(C)C)NC(=O)C2=NC3=CC=CC=C3C=C2)=O)=O)C(=CC=C1)F (S)-methyl 5-(2,6-difluorophenoxy)-3-((S)-3-methyl-2-(quinoline-2-carboxamido) butanamido)-4-oxopentanoate